C1(=CC=CC=C1)C=1C(=C2C(=CC1)N=C1C=CC3=C4C=CC=CC4=NC3=C12)C1=C(C=CC=C1)C1=C(C=CC2=CC3=CC=CC=C3C=C12)C1=CC=CC=C1 Phenyl-[(phenylanthracenyl)phenyl]indolocarbazole